C1(CC1)N(C1=C(C(=NC=N1)NC[C@@H]1[C@H](CN(CC1)CC(=O)N)O)F)CC=1C=NC(=CC1)C(F)F |o1:12,13| rel-2-((3R,4R)-4-(((6-(cyclopropyl((6-(difluoromethyl)pyridin-3-yl)methyl)amino)-5-fluoropyrimidin-4-yl)amino)methyl)-3-hydroxypiperidin-1-yl)acetamide